OC=1C=CC(=NC1)NC(=O)NC1=CC=C(C=C1)[C@@H](C)N1C(=NC=C1)C |r| (rac)-(R)-1-(5-hydroxypyridin-2-yl)-3-(4-(1-(2-methyl-1H-imidazol-1-yl)ethyl)phenyl)urea